(R)-3-chloro-N-(1-(4-chlorophenyl)-2,2,2-trifluoroethyl)imidazo[1,2-a]pyridine-6-sulfonamide ClC1=CN=C2N1C=C(C=C2)S(=O)(=O)N[C@@H](C(F)(F)F)C2=CC=C(C=C2)Cl